2-(2,4,7-trimethyl-1-oxoOct-6-en-4-yl)benzonitrile CC(C=O)CC(CC=C(C)C)(C)C1=C(C#N)C=CC=C1